piperidine-4-sulfonamide monopotassium [K].N1CCC(CC1)S(=O)(=O)N